FC1=CC(=C(C=C1)N1C[C@@H]2CN(C[C@H]2C1)C1=C(C(N(C2=CC=C(N=C12)Cl)C)=O)C#N)C 4-[(3aR,6aR)-2-(4-fluoro-2-methyl-phenyl)-1,3,3a,4,6,6a-hexahydropyrrolo[3,4-c]pyrrol-5-yl]-6-chloro-1-methyl-2-oxo-1,5-naphthyridine-3-carbonitrile